BrC=1SC(=CN1)C(=O)NCC1=NC=C(C=C1F)F 2-bromo-N-[(3,5-difluoropyridin-2-yl)methyl]1,3-thiazole-5-carboxamide